C(C)(C)(C)OC([C@H](CCCCNC(C)=O)NC([C@H](CCCCNC(=O)OC(C)(C)C)NC(CCOCCOCCOCCN)=O)=O)=O (S)-6-acetylamino-2-[(S)-2-(3-{2-[2-(2-amino-ethoxy)-ethoxy]-ethoxy}-propionyl-amino)-6-tert-butoxycarbonylamino-hexanoylamino]-hexanoic acid tert-butyl ester